3,3'-carbonylbis(7-dimethylaminocoumarin) C(=O)(C=1C(OC2=CC(=CC=C2C1)N(C)C)=O)C=1C(OC2=CC(=CC=C2C1)N(C)C)=O